N-Methyl-3-oxo-N-phenylbutanamide CC(=O)CC(=O)N(C)C1=CC=CC=C1